(racemic)-(2s,4s)-2-(4-(4-(sec-Butyl)phenyl)piperidine-1-carbonyl)-7-oxa-5-azaspiro[3.4]octan [C@@H](C)(CC)C1=CC=C(C=C1)C1CCN(CC1)C(=O)C1CC2(C1)NCOC2 |r|